cis-5-cyclohexyl-piperidine C1(CCCCC1)C1CCCNC1